O=C1N(CC2=CC(=CC=C12)C1CCN(CC1)CC1=CC=C(C=C1)C(F)(F)F)C1C(NC(CC1)=O)=O 3-(1-oxo-5-(1-(4-(trifluoromethyl)benzyl)piperidin-4-yl)isoindolin-2-yl)piperidine-2,6-dione